(2S)-4-(4-amino-3-hydroxyphenyl)-2-methylpiperazine-1-carboxylic acid tert-butyl ester C(C)(C)(C)OC(=O)N1[C@H](CN(CC1)C1=CC(=C(C=C1)N)O)C